C(C1=CC=CC=C1)OC(=O)C(CCC(NCCCOCCOCCOCCCNC(OCC1C2=CC=CC=C2C=2C=CC=CC12)=O)=O)NC(CCCCCCCCCCCCCCC(=O)OC(C)(C)C)=O tert-butyl 22-((benzyloxy)carbonyl)-1-(9H-fluoren-9-yl)-3,19,24-trioxo-2,8,11,14-tetraoxa-4,18,23-triazanonatriacontan-39-oate